trans-4-((4-(1-Cyclopropyl-1H-pyrazol-4-yl)pyridin-2-yl)((4-(4-methoxy-3-methylphenyl)bicyclo-[2.2.2]octan-1-yl)methyl)carbamoyl)cyclohexanecarboxylic acid C1(CC1)N1N=CC(=C1)C1=CC(=NC=C1)N(C(=O)[C@@H]1CC[C@H](CC1)C(=O)O)CC12CCC(CC1)(CC2)C2=CC(=C(C=C2)OC)C